[Cl-].C(C)(C)C1=C(C(=CC=C1)C(C)C)N1CN(C=C1)C1=C(C=CC=C1C(C)C)C(C)C 1,3-di(2,6-diisopropylphenyl)imidazole chloride